N-(3-(Tert-butyl)-1-(2-hydroxyethyl)-1H-pyrazol-5-yl)-6-(imidazo[1,2-a]pyridin-3-carbonyl)-4,5,6,7-tetrahydrothieno[2,3-c]pyridin-3-carboxamid C(C)(C)(C)C1=NN(C(=C1)NC(=O)C1=CSC=2CN(CCC21)C(=O)C2=CN=C1N2C=CC=C1)CCO